2-[1-[4-(1,5-naphthyridin-2-ylamino)-2-pyridyl]-4-piperidyl]ethyl 4-methylbenzenesulfonate CC1=CC=C(C=C1)S(=O)(=O)OCCC1CCN(CC1)C1=NC=CC(=C1)NC1=NC2=CC=CN=C2C=C1